bis(n-butylamino)methylvinylsilane C(CCC)NC(NCCCC)C=C[SiH3]